7-fluoro-1,3-dihydroxy-8-iodo-2-naphthoic acid FC1=CC=C2C=C(C(=C(C2=C1I)O)C(=O)O)O